N-[(3S,4S)-3-fluoro-1-[(4-methoxyphenyl)methyl]piperidin-4-yl]-3-[6-(4-methylpiperazin-1-yl)-[1,2,4]triazolo[4,3-b]pyridazin-3-yl]propanamide F[C@H]1CN(CC[C@@H]1NC(CCC1=NN=C2N1N=C(C=C2)N2CCN(CC2)C)=O)CC2=CC=C(C=C2)OC